(1R,2R)-2-(((6-(5-(((6-ethylpyrimidin-4-yl)oxy)methyl)-1-methyl-1H-1,2,3-triazol-4-yl)-2-methylpyridin-3-yl)oxy)methyl)cyclobutane-1-carboxylic acid C(C)C1=CC(=NC=N1)OCC1=C(N=NN1C)C1=CC=C(C(=N1)C)OC[C@H]1[C@@H](CC1)C(=O)O